C(#N)C1=CC(=NC=C1)C(C(=O)C1=CC=C(C=N1)NC(CC1=CC=C(C=C1)S(=O)(=O)CC)=O)(C)C N-(6-(2-(4-cyanopyridin-2-yl)-2-methylpropionyl)pyridine-3-yl)-2-(4-(ethylsulfonyl)phenyl)acetamide